N=C1N[C@@](CC(N1C)=O)(C=1C=CC2=C(C=3C(=NC=C(C3)C#CC)S2)C1)C (S)-2-Imino-3,6-dimethyl-6-(3-(prop-1-yn-1-yl)benzo[4,5]thieno[2,3-b]pyridin-6-yl)tetrahydropyrimidin-4(1H)-one